C1=CC2=C(C(=C1)O)C(=O)O[C@@H]2[C@H](C3=CC=C(C=C3)O)O The molecule is an isobenzofuranone that is 2-benzofuran-1(3H)-one substituted by a hydroxy group at position 7 and a (S)-hydroxy(4-hydroxyphenyl)methyl group at position 3. It has been isolated from the roots of Scorzonera judaica. It has a role as a plant metabolite. It is a gamma-lactone, an isobenzofuranone, a member of phenols and a secondary alcohol.